((7-(4''-(((2-hydroxyethyl)amino)methyl)-2,2'-dimethyl-[1,1':3',1''-terphenyl]-3-yl)-[1,2,4]triazolo[4,3-a]pyridin-3-yl)methyl)-D-proline OCCNCC1=CC=C(C=C1)C=1C(=C(C=CC1)C1=C(C(=CC=C1)C1=CC=2N(C=C1)C(=NN2)CN2[C@H](CCC2)C(=O)O)C)C